C(C)(C)(C)OC(/N=C(/N1N=CC=C1)\NC(=O)OC(C)(C)C)=O (NE)-N-[(tert-butoxycarbonylamino)-pyrazol-1-yl-methylene]carbamic acid tert-butyl ester